C1=NC=NC=2N3CCOCC3COC12 5,6,8a,9-tetrahydro-8H-7,10-dioxa-2,4,4b-triazaphenanthrene